2-[(E)-2-(aminomethyl)-3-fluoro-allyl]-4-[2-fluoro-4-(6-morpholino-3-pyridinyl)phenyl]-1,2,4-triazol-3-one NC/C(/CN1N=CN(C1=O)C1=C(C=C(C=C1)C=1C=NC(=CC1)N1CCOCC1)F)=C\F